(2S,3R)-3-(4-ethyl-1H-pyrazol-3-yl)-2-((((CIS)-4-phenylcyclohexyl)oxy)methyl)piperidine C(C)C=1C(=NNC1)[C@H]1[C@H](NCCC1)CO[C@@H]1CC[C@@H](CC1)C1=CC=CC=C1